2-((3-propoxy-4-(1H-pyrazol-5-yl)phenyl)carbamoyl)-morpholine-4-carboxylic acid tert-butyl ester C(C)(C)(C)OC(=O)N1CC(OCC1)C(NC1=CC(=C(C=C1)C1=CC=NN1)OCCC)=O